(S)-N-((5-chloro-6-((3-methylisoxazol-5-yl)methoxy)-1H-indol-2-yl)methyl)-2-fluoropropanamide ClC=1C=C2C=C(NC2=CC1OCC1=CC(=NO1)C)CNC([C@H](C)F)=O